tert-Butyl (S)-4-(7-bromo-6-chloro-8-fluoro-2-(((S)-1-methylpyrrolidin-2-yl)methoxy)quinazolin-4-yl)-3-methylpiperazine-1-carboxylate BrC1=C(C=C2C(=NC(=NC2=C1F)OC[C@H]1N(CCC1)C)N1[C@H](CN(CC1)C(=O)OC(C)(C)C)C)Cl